NCCCC(=O)O gamma-Amino-N-Butyric Acid